OCCC[C@@H](C(N[C@@H]([C@H](CC)C)C(NC)=O)=O)NC(OC(C)(C)C)=O tert-butyl N-[(1S)-4-hydroxy-1-{[(1S,2S)-2-methyl-1-(methylcarbamoyl)butyl]carbamoyl}butyl]carbamate